3-[4-(1-tert-Butoxycarbonylpyrazol-4-yl)-2-methyl-phenoxy]-6-(trifluoromethyl)pyridazine-4-carboxylic acid methyl ester COC(=O)C1=C(N=NC(=C1)C(F)(F)F)OC1=C(C=C(C=C1)C=1C=NN(C1)C(=O)OC(C)(C)C)C